NC=1NC2=CC(=C(C=C2C1C(=O)OC)OC)C=1C(=NOC1C)C methyl 2-amino-6-(3,5-dimethylisoxazol-4-yl)-5-methoxy-1H-indole-3-carboxylate